(2-(((1-chloroethoxy)carbonyl)(methyl)amino)-3-pyridinyl)methyl (methyl(((2-methyl-2-propanyl)oxy)carbonyl)amino)acetate CN(C(=O)OC(C)(C)C)CC(=O)OCC=1C(=NC=CC1)N(C)C(=O)OC(C)Cl